4-[2-(2,4-difluorophenoxy)-5-(trifluoromethyl)phenyl]-6-methyl-1,6-dihydro-7H-pyrrolo[2,3-c]pyridin-7-one FC1=C(OC2=C(C=C(C=C2)C(F)(F)F)C=2C3=C(C(N(C2)C)=O)NC=C3)C=CC(=C1)F